ClC=1C=C(C=C(C1)N)N 5-chloro-1,3-phenylenediamine